azepane-1-carbonyl chloride N1(CCCCCC1)C(=O)Cl